Cymen-8-ol CC1=CC=C(C=C1)C(C)(C)O